C(C)(C)(C)N1N=CC(=C1C(=O)NC(CC1=C(C=C(C=C1)C)C)CS(=O)(=O)C)OC1=CC=CC=C1 1-(tert-butyl)-N-(1-(2,4-dimethylphenyl)-3-(methylsulfonyl)propan-2-yl)-4-phenoxy-1H-pyrazole-5-carboxamide